N1N=C(C=C1)NC1=CC2=C(C(=N1)O[C@@H]1CN(C[C@@H]1F)C(C=C)=O)C=CN2CC(C)C 1-((3R,4S)-3-((6-((1H-pyrazol-3-yl)amino)-1-isobutyl-1H-pyrrolo[3,2-c]pyridin-4-yl)oxy)-4-fluoropyrrolidin-1-yl)prop-2-en-1-one